(S)-N-(3-(3'-chloro-6-methoxy-5-((((5-oxopyrrolidin-2-yl)methyl)amino)methyl)-[2,4'-bipyridin]-2'-yl)-2-methylphenyl)-5-(((2-hydroxyethyl)amino)methyl)picolinamide ClC=1C(=NC=CC1C1=NC(=C(C=C1)CNC[C@H]1NC(CC1)=O)OC)C=1C(=C(C=CC1)NC(C1=NC=C(C=C1)CNCCO)=O)C